NC(C(CCC(=O)OC(C)(C)C)NC1=C(C=C(C=C1)I)N)=O tert-butyl 5-amino-4-((2-amino-4-iodophenyl) amino)-5-oxopentanoate